C1(CC1)NC(C1=C(C(=C(C(=C1)CC1=CC(=CC=C1)NS(NC)(=O)=O)F)F)NC1=C(C=C(C=C1)I)F)=O N-Cyclopropyl-3,4-difluoro-2-(2-fluoro-4-iodoanilino)-5-[[3-(methylsulfamoylamino)phenyl]methyl]benzamide